ClC=1C=C(C=CC1F)N(C(=O)[C@H]1N(C(N(C1)CCN(C)C)=O)C1=NC(=CC(=C1)C(F)(F)F)C)C (S)-N-(3-Chloro-4-fluorophenyl)-1-(2-(dimethylamino)ethyl)-N-methyl-3-(6-methyl-4-(trifluoromethyl)pyridin-2-yl)-2-oxoimidazolidine-4-carboxamide